(biphenylyl)[(Phenyl)(dimethylfluorenyl)triazinyl]dibenzoselenophene C1(=C(C=CC=C1)C1=C(C2=C([Se]C3=C2C=CC=C3)C=C1)C1=NN=NC(=C1C1=C(C(=CC=3C2=CC=CC=C2CC13)C)C)C1=CC=CC=C1)C1=CC=CC=C1